tin silver zinc [Zn].[Ag].[Sn]